CP(=O)(C)C=1C=CC=C2C(=CNC12)C1=NC(=NC=C1C(F)(F)F)N[C@@H]1[C@@H](CCC1)CNC(OC(C)(C)C)=O tert-butyl ((cis-2-((4-(7-(dimethylphosphoryl)-1H-indole-3-yl)-5-(trifluoromethyl)pyrimidin-2-yl)amino)cyclopentyl)methyl)carbamate